C(#C)C1=CC(N(C=2N=C(N=CC21)NC2=CC=C(C=C2)N2CCN(CC2)C2COC2)C2=CC=CC=C2)=O 5-ethynyl-2-((4-(4-(oxetan-3-yl)piperazin-1-yl)phenyl)amino)-8-phenylpyrido[2,3-d]pyrimidin-7(8H)-one